C(CC)N=NC(C#N)C#N propyl-azomalononitrile